N-(Methyl)acrylamid CNC(C=C)=O